4-((3-((2-ethylheptyl)oxy)-3-oxopropyl)thio)-1H-pyrazolo[3,4-b]pyridine C(C)C(COC(CCSC1=C2C(=NC=C1)NN=C2)=O)CCCCC